CC=1C=C(C=CC1)[C@@H](C)N R-1-(3-methylphenyl)ethylamine